C(CC)OCC(=O)OC(COCCC)=O propoxyacetic anhydride